CC1(CC(C=2C=C(C(N(C2C1)C1=CC=C(C=C1)C)=O)C(=O)NC1CC(NC(C1)(C)C)(C)C)=O)C 7,7-dimethyl-1-(4-methyl-phenyl)-2,5-dioxo-N-(2,2,6,6-tetramethyl-4-piperidinyl)-1,2,5,6,7,8-hexahydro-3-quinolinecarboxamide